OC=1C=C(C(=O)O[C@H]2[C@@H](OC3=CC(=CC(=C3C2)O)O)C2=C(C(=C(C(=C2)O)O)O)F)C=C(C1O)O (2S,3R)-2-(2-fluoro-3,4,5-trihydroxyphenyl)-5,7-dihydroxychroman-3-yl 3,4,5-trihydroxybenzoate